CON(C(=O)C=1C=NC(=NC1)N1CCN(CC1)C(=O)OC(C)(C)C)C tert-Butyl 4-{5-[methoxy(methyl)carbamoyl]pyrimidin-2-yl}piperazine-1-carboxylate